C1(=CCCC1)C1=CC(=C(N)C=C1)C 4-(Cyclopent-1-en-1-yl)-2-methylaniline